BrC1=CC=C(C(=C1C(=O)OC)F)F methyl 6-bromo-2,3-difluorobenzoate